Copper-iron-aluminum [Al].[Fe].[Cu]